C(C1=CC=CC=C1)N(CC(C(=O)O)O)C=1SC(=C(N1)C1=CC(=C(C=C1)Cl)Cl)CC(C)C 3-(benzyl(4-(3,4-dichlorophenyl)-5-isobutylthiazol-2-yl)amino)-2-hydroxypropanoic acid